CC1=C(C(=C(C(=N1)C(=O)OCC)C1=CC=CC=C1)C(=O)[O-])CC(=O)OC Ethyl 6-Methylcarboxylato-5-(2-methoxy-2-oxoethyl)-3-phenylpyridine-2-carboxylate